FC=1C=C(C[C@@H]2N(OCC2)C2=CC(=NC=N2)NC=2C(=CC(=C(C2)NC(C=C)=O)N2CCN(CC2)C)OC)C=CC1 N-(5-((6-((S)-3-(3-fluorobenzyl)-isoxazolidine-2-yl)pyrimidine-4-yl)amino)-4-methoxy-2-(4-methylpiperazine-1-yl)phenyl)acrylamide